NC=1C=C(C=CC1)C(C(F)(F)F)NC(CC1=CC(=CC=C1)C(F)(F)F)=O N-(1-(3-aminophenyl)-2,2,2-trifluoroethyl)-2-(3-(trifluoromethyl)phenyl)acetamide